(R)-8-acetyl-1-(3-fluorophenyl)-5,7-dihydroxy-3,4a,6-trimethyl-1,4a-dihydro-4H-benzofuro[3,2-f]indazol-4-one C(C)(=O)C1=C(C(=C(C2=C1OC=1[C@@]2(C(C=2C(=NN(C2C1)C1=CC(=CC=C1)F)C)=O)C)O)C)O